N-(4-((4-methylpiperazin-1-yl)methyl)-3-(trifluoromethyl)phenyl)-1-(pyrazolo[1,5-a]pyrazin-3-ylmethyl)indoline-6-carboxamide CN1CCN(CC1)CC1=C(C=C(C=C1)NC(=O)C1=CC=C2CCN(C2=C1)CC=1C=NN2C1C=NC=C2)C(F)(F)F